O=C1NC(CCC1C1=CC=C(C=C1)C1CCN(CC1)CCCC=O)=O 4-{4-[4-(2,6-dioxopiperidin-3-yl)phenyl]piperidin-1-yl}butanal